(morpholino)phosphine O1CCN(CC1)P